10-(2-((tertbutyldimethylsilyl)oxy)ethyl)-2,2,3,3-tetramethyl-9-oxo-4-oxa-7,10-diaza-3-silatridecan-13-oic acid C(C)(C)(C)[Si](OCCN(C(CNCCO[Si](C(C)(C)C)(C)C)=O)CCC(=O)O)(C)C